C(C)C1NCCC2=CC(=CC=C12)CC(=O)OC methyl 2-(1-ethyl-1,2,3,4-tetrahydroisoquinolin-6-yl)acetate